NC=1C(=NC=CC1)NC1=CC=C(C=C1)C=1C(=C(C(=O)OC(C)(C)C)C=CC1)N tert-butyl [4-(3-amino-pyridin-2-ylamino)-phenyl]-aminobenzoate